N-(2,6-dibromo-4-methylphenyl)-N'-methyl-urea BrC1=C(C(=CC(=C1)C)Br)NC(=O)NC